FC1=C2C(SC=C2)=C(C2=C1SC=C2)F 4,8-difluorobenzo[1,2-b:4,5-b']dithiophene